(3r,5s)-3,5-dimethyl-piperazine-1-carboxylic acid (3-{6-amino-5-[1-(2,6-dichloro-3-fluoro-phenyl)-ethoxy]-pyridin-3-yl}-prop-2-ynyl)-amide NC1=C(C=C(C=N1)C#CCNC(=O)N1C[C@H](N[C@H](C1)C)C)OC(C)C1=C(C(=CC=C1Cl)F)Cl